7-((4-(piperazin-1-yl)pyridin-2-yl)amino)-1,8-naphthyridin-4(1H)-one N1(CCNCC1)C1=CC(=NC=C1)NC1=CC=C2C(C=CNC2=N1)=O